2-Methoxy-6-methyl-10-(2-methyl-pyridin-3-yl)-6,7-dihydro-4,6-diaza-dibenzo[a,c]cyclohepten-5-one COC1=CC2=C(C(N(CC3=C2C=C(C=C3)C=3C(=NC=CC3)C)C)=O)N=C1